4-chloro-1-methyl-5-nitro-2-(1-(trifluoromethyl)cyclopropyl)-1H-benzo[d]imidazole ClC1=C(C=CC=2N(C(=NC21)C2(CC2)C(F)(F)F)C)[N+](=O)[O-]